5,5-dibromo-6-methyl-6,7-dihydrobenzo[b]thiophen-4(5H)-on BrC1(C(C2=C(SC=C2)CC1C)=O)Br